CC1(N(C(CNC1)=O)C(=O)O)C.C(C)(C)(C)C1C(N(C(CN1C1CC1)C1=CC=CC=C1)C(=O)NCCCCC1=CC=CC=C1)(C)C tert-butyl-4-cyclopropyl-2,2-dimethyl-6-phenyl-N-(4-phenylbutyl)piperazine-1-carboxamide 2,2-dimethyl-6-oxopiperazine-1-carboxylate